hexane di-hydroxide [OH-].[OH-].CCCCCC